NCCN(C)CCN Bis(2-aminoethyl)methylamine